phenylmethyl-(phenylalanine) C1(=CC=CC=C1)CN[C@@H](CC1=CC=CC=C1)C(=O)O